N-(3-bromo-1-(4-(1,1-difluoroethyl)pyrimidin-2-yl)-1H-pyrazolo[4,3-C]pyridin-6-yl)acetamide BrC1=NN(C2=C1C=NC(=C2)NC(C)=O)C2=NC=CC(=N2)C(C)(F)F